FC(C1=CC=C(C=C1)C1CCC(N1)=O)(F)F 5-(4-(trifluoromethyl)phenyl)pyrrolidin-2-one